N1-(4-methoxy-7-phenyl-1H-1,3-benzodiazol-2-yl)-N4-propylbenzene-1,4-dicarboxamide COC1=CC=C(C=2NC(=NC21)NC(=O)C2=CC=C(C=C2)C(=O)NCCC)C2=CC=CC=C2